(4-bromophenyl)pentafluoro-lambda6-sulfane BrC1=CC=C(C=C1)S(F)(F)(F)(F)F